C(C)(C)(C)OC(=O)C=1C=CC=C(C[C@H](N)C(=O)C2=NC3=C(CNCC3)N2)C1 (6S)-5-tert-Butoxycarbonylphenylalanyl-4,5,6,7-tetrahydro-3H-imidazo[4,5-c]pyridine